ClC=1N=CC=C2C1NC(=C2)C(=O)NC(C)C 7-chloro-N-isopropyl-1H-pyrrolo[2,3-c]pyridine-2-carboxamide